2-((1-(methyl-d3)-3-(((cis)-2-methyltetralin-3-yl)oxy)-1H-pyrazol-4-yl)amino)-7-((3r,4r)-4-methyltetrahydrofuran-3-yl)-7H-pyrrolo[2,3-d]pyrimidine-6-carbonitrile C(N1N=C(C(=C1)NC=1N=CC2=C(N1)N(C(=C2)C#N)[C@H]2COC[C@@H]2C)O[C@@H]2[C@@H](CC1=CC=CC=C1C2)C)([2H])([2H])[2H]